O=C1OC(=CC=C1)C(=O)N 2-oxo-2H-pyran-6-carboxamide